N-(2,3-dihydro-1,4-benzodioxin-5-ylmethyl)-1-(2-piperidin-1-ylpyridin-4-yl)methanamine O1CCOC2=C1C=CC=C2CNCC2=CC(=NC=C2)N2CCCCC2